N-(5-(4-cyanophenyl)thiazolo[5,4-b]pyridin-2-yl)-1,6'-dimethyl-6-oxo-1,6-dihydro-[3,4'-bipyridine]-3'-carboxamide C(#N)C1=CC=C(C=C1)C1=CC=C2C(=N1)SC(=N2)NC(=O)C=2C=NC(=CC2C2=CN(C(C=C2)=O)C)C